3-[4-[[(2S,4R)-4-Hydroxyl-methyl-pyrrolidin-2-yl]methoxy]anilino]-5-methyl-6-(1-methylbenzimidazol-4-yl)pyrazine-2-carboxamide O[C@@H]1C[C@H](N(C1)C)COC1=CC=C(NC=2C(=NC(=C(N2)C)C2=CC=CC=3N(C=NC32)C)C(=O)N)C=C1